N-(5-(2-(2,6-dimethylmorpholino)acetamido)-2-methylpyridin-3-yl)-7-(1-methyl-1H-pyrazol-4-yl)-[1,2,4]triazolo[4,3-a]pyridine-3-carboxamide CC1OC(CN(C1)CC(=O)NC=1C=C(C(=NC1)C)NC(=O)C1=NN=C2N1C=CC(=C2)C=2C=NN(C2)C)C